3-(8-Aminonaphthalen-2-yl)propionic acid methyl ester COC(CCC1=CC2=C(C=CC=C2C=C1)N)=O